BrC1=CC2=C(N(C[C@H](N(S2(=O)=O)C)CCCC)C2=CC=CC=C2)C=C1OCC1=CC(=NN1)C(=O)[O-] (R)-5-(((8-bromo-3-butyl-2-methyl-1,1-dioxido-5-phenyl-2,3,4,5-tetrahydrobenzo[f][1,2,5]thiadiazepin-7-yl)oxy)methyl)-1H-pyrazole-3-carboxylate